5-(1-cyclohexyl-4-(4-fluorophenyl)-1H-imidazol-5-yl)-N-(2,4-dimethylphenyl)furan-2-carboxamide C1(CCCCC1)N1C=NC(=C1C1=CC=C(O1)C(=O)NC1=C(C=C(C=C1)C)C)C1=CC=C(C=C1)F